methyl (3-(naphthalen-2-yl) allyl) carbonate C(OC)(OCC=CC1=CC2=CC=CC=C2C=C1)=O